[C@H]12N(C[C@H](CC1)C2)CC(=O)NC=2C=C(C(=NC2)C)NC(=O)C=2C=NN1C2C=NC(=C1)C=1C=NN2C1C(NCC2C)=O N-(5-(2-((1S,4R)-2-azabicyclo[2.2.1]heptan-2-yl)acetamido)-2-methylpyridin-3-yl)-7-methyl-4-oxo-4,5,6,7-tetrahydro-[3,6'-bipyrazolo[1,5-a]pyrazine]-3'-carboxamide